di-tert-butyl 2,2-diheptylmalonate C(CCCCCC)C(C(=O)OC(C)(C)C)(C(=O)OC(C)(C)C)CCCCCCC